COC1=CC=C(C=C1)CNC(=O)NC1=CC=C(C=C1)CNC(CC)=O N-{[4-({[(4-methoxyphenyl)methyl]amino}carbonylamino)phenyl]methyl}propanamide